1-(((5S,7S)-3-(3-(tert-butyl)-4-fluoroisoxazol-5-yl)-2-oxo-1-oxa-3-azaspiro[4.5]decane-7-yl)methyl)-1H-benzo[d]imidazole-6-carbonitrile C(C)(C)(C)C1=NOC(=C1F)N1C(O[C@]2(C1)C[C@H](CCC2)CN2C=NC1=C2C=C(C=C1)C#N)=O